(2S)-2-[[4-[[(2-amino-4-oxo-1,4-dihydro-6-pteridinyl)methyl]amino]benzoyl]amino]glutaric acid NC=1NC2=NC=C(N=C2C(N1)=O)CNC1=CC=C(C(=O)N[C@H](C(=O)O)CCC(=O)O)C=C1